N-(β-aminoethyl)piperazine NCCN1CCNCC1